[1,1'-biphenyl]-4-amine C1(=CC=C(C=C1)N)C1=CC=CC=C1